(R)-1-methyl-5-(3-methylmorpholino)-1H-pyrazolo[4,3-b]pyridin-7-yl trifluoromethanesulfonate FC(S(=O)(=O)OC1=C2C(=NC(=C1)N1[C@@H](COCC1)C)C=NN2C)(F)F